methyl-3-(2-(2-bromoethoxy)ethoxy)propanoate COC(CCOCCOCCBr)=O